FC1=C(C(=C(C=C1C1=NN(C2=NC(=NC=C21)N2CC(OCC2)C=2C=NC=CC2)C)C(F)(F)F)F)O 2,6-Difluoro-3-(1-methyl-6-(2-(pyridin-3-yl)morpholino)-1H-pyrazolo[3,4-d]pyrimidin-3-yl)-5-(trifluoromethyl)phenol